1-[8-(2-chlorophenyl)-9-(4-chlorophenyl)-6-[4-(trifluoromethyl)-1-piperidyl]purin-2-yl]oxy-2-methyl-propan-2-ol ClC1=C(C=CC=C1)C=1N(C2=NC(=NC(=C2N1)N1CCC(CC1)C(F)(F)F)OCC(C)(O)C)C1=CC=C(C=C1)Cl